N1C(=CC2=NC=CC=C21)C(=O)NO pyrrolo[3,2-b]pyridinehydroxamic acid